(tert-butyloxycarbonyl)-alanyl-alanyl-amine C(C)(C)(C)OC(=O)N[C@@H](C)C(=O)N[C@@H](C)C(=O)N